7-Acetamido-5-benzyl-1-methyl-1H-imidazo[4,5-c]pyridin-5-ium C(C)(=O)NC=1C2=C(C=[N+](C1)CC1=CC=CC=C1)N=CN2C